N,N-dimethyl-N'-(4-nitro-phenyl)-ethane-1,2-diamine CN(CCNC1=CC=C(C=C1)[N+](=O)[O-])C